ClC1=CC2=C(N=C(O2)C2=CC=C(C(=O)OC)C=C2)C=C1 methyl 4-(6-chlorobenzo[d]oxazol-2-yl)benzoate